tert-butyl (2-(4-((1-chloroisoquinolin-5-yl)sulfonyl)piperazin-1-yl)-2-oxoethyl)carbamate ClC1=NC=CC2=C(C=CC=C12)S(=O)(=O)N1CCN(CC1)C(CNC(OC(C)(C)C)=O)=O